NC1=CC=C(C(=C1C(=O)N(CCN1CCOCC1)C)F)C=1C(=C2C(=NC1)NC[C@@]21C[C@](CC1)(C)C#N)Cl 6-Amino-3-((1S,3R)-4'-chloro-3-cyano-3-methyl-1',2'-dihydrospiro[cyclopentane-1,3'-pyrrolo[2,3-b]pyridin]-5'-yl)-2-fluoro-N-methyl-N-(2-morpholinoethyl)benzamide